(L)-2-methylsulfonyloxypropionic acid methyl ester COC([C@H](C)OS(=O)(=O)C)=O